Tert-butyl-4-[1-(2,6-dioxo-3-piperidyl)-6-fluoro-3-methyl-2-oxo-benzimidazol-4-yl]piperidine C(C)(C)(C)N1CCC(CC1)C1=CC(=CC=2N(C(N(C21)C)=O)C2C(NC(CC2)=O)=O)F